NC1=C2C(=NC=N1)N(N=C2C=2C=CC1=C(N=C(O1)N)C2)CCCCN 5-(4-amino-1-(4-aminobutyl)-1H-pyrazolo[3,4-d]pyrimidin-3-yl)benzo[d]oxazol-2-amine